4-(4-(6-(((1R,3S,5S)-1,5-dimethyl-9-azabicyclo[3.3.1]nonan-3-yl)(methyl)amino)pyridazin-3-yl)-3-hydroxyphenyl)-1-methylpyrimidin-2(1H)-one C[C@]12CC(C[C@](CCC1)(N2)C)N(C2=CC=C(N=N2)C2=C(C=C(C=C2)C2=NC(N(C=C2)C)=O)O)C